3,3'-(1,2-phenylene)-di(1-propanamine) C1(=C(C=CC=C1)CCCN)CCCN